The molecule is an organic heterobicyclic compound that is a lactol isolated from the entomopathogenic fungus Isaria tenuipes and exhibits antimalarial and antineoplastic activities. It has a role as a metabolite, an antimalarial and an antineoplastic agent. It is a lactol, an organochlorine compound, an organic heterobicyclic compound, an enamide, an enone, a tertiary alpha-hydroxy ketone and a secondary carboxamide. It derives from a trans-2-dodecenoic acid. CCCCCCCCC/C=C/C(=O)N[C@H]1C[C@@]2([C@H]([C@@H](C=CC2=O)Cl)O[C@H]1O)O